FC(S(=O)(=O)[O-])(F)F.FC(S(=O)(=O)[O-])(F)F.[Pd+2] palladium(II) bis(trifluoromethanesulfonat)